N1C=NC2=C1C=CC(=C2)NC(CN)C2=CC=C(C=C2)C2=NOC(=C2)C2CC2 N1-(1H-Benzimidazol-5-yl)-1-[4-(5-cyclopropyl-1,2-oxazol-3-yl)phenyl]ethane-1,2-diamine